CC=1N=NN(C1)C1=CC=C(C=N1)C=O 6-(4-methyl-1H-1,2,3-triazol-1-yl)pyridine-3-carbaldehyde